C(CC1=CC=CC=C1)N1[C@@H](CCCC1)C1=NC(=NO1)CCCC1=CC=CC=C1 (S)-5-(1-phenethylpiperidin-2-yl)-3-(3-phenylpropyl)-1,2,4-oxadiazole